1-(4-(((4-bromophenyl)thio)methyl)piperidin-1-yl)propan-1-one BrC1=CC=C(C=C1)SCC1CCN(CC1)C(CC)=O